FC1(CN(CC12CC(C2)C2=NC(=CC1=C2N=C(N=C1)NC1CCN(CC1)S(=O)(=O)C)C)C(=O)OC(C)(C)C)F tert-butyl 8,8-difluoro-2-(6-methyl-2-((1-(methylsulfonyl) piperidin-4-yl) amino) pyrido[3,4-d]pyrimidin-8-yl)-6-azaspiro[3.4]octane-6-carboxylate